C(C)C1(OC=2C=C(C=CC2C=2N=C(SC21)N)C(F)(F)F)CC 4,4-diethyl-7-(trifluoromethyl)-4H-chromeno[4,3-d]thiazol-2-amine